N1=C(C=CC=C1)NC(=O)C=1NS(C2=C(C1)C=CS2)(=O)=O N-(pyridin-2-yl)-2H-thieno[3,2-e][1,2]thiazine-3-carboxamide 1,1-dioxide